2-(3-Formyl-5-methoxy-2-methyl-4,7-dioxo-4,7-dihydro-1H-indol-1-yl)acetic acid ethyl ester C(C)OC(CN1C(=C(C=2C(C(=CC(C12)=O)OC)=O)C=O)C)=O